N1(CCC(CC1)C=1C=NC(=NC1)N1C2CN(CC1CC2)C=2C=C(N=NC2N)C2=C(C=CC=C2)O)C2CCNCC2 2-(5-(8-(5-([1,4'-bipiperidin]-4-yl)pyrimidin-2-yl)-3,8-diazabicyclo[3.2.1]octan-3-yl)-6-aminopyridazin-3-yl)phenol